3-(4-((2-cyclopropylethyl)((1s,4s)-4-((3,3-difluoropropyl)(methyl)amino)cyclohexyl)amino)-1-oxoisoindolin-2-yl)piperidine-2,6-dione bis(2,2,2-trifluoroacetate) FC(C(=O)O)(F)F.FC(C(=O)O)(F)F.C1(CC1)CCN(C1=C2CN(C(C2=CC=C1)=O)C1C(NC(CC1)=O)=O)C1CCC(CC1)N(C)CCC(F)F